(2S)-2-[(4-methoxy-3-propionyloxypyridine-2-carbonyl)amino]propanoic acid COC1=C(C(=NC=C1)C(=O)N[C@H](C(=O)O)C)OC(CC)=O